The molecule is an iron(III) hydroxamate based pigment isolated from Aspergillus terreus and later found in Aspergillus fumigatus. It has a role as a metabolite. It is an iron(III) hydroxamate, a member of pyrazines and a member of indoles. CC1=NC(=C(N(C1=[OH+])O)CC2=CNC3=C(C=CC=C23)CC=C(C)C)OC.CC1=NC(=C(N(C1=[OH+])O)CC2=CNC3=C(C=CC=C23)CC=C(C)C)OC.CC1=NC(=C(N(C1=[OH+])O)CC2=CNC3=C(C=CC=C23)CC=C(C)C)OC.[Fe]